N1(CCNCC1)C[C@H](N)C(=O)O β-(1-Piperazinyl)-alanine